BrC1=CC(=C(C=C1C)NC1=NN(C2=CC=CC=C12)C)C1CC1 N-(4-bromo-2-cyclopropyl-5-methylphenyl)-1-methyl-1H-indazol-3-amine